1-(aminomethyl)cyclopropanecarboxylic acid ethyl ester C(C)OC(=O)C1(CC1)CN